CC=1C=C(C(=C)C)C=CC1 m-methyl-α-methylstyrene